C(C)OC1=C(C=CC(=C1)C)OC(C)=O acetic acid 2-ethoxy-4-methylphenyl ester